CC1CCC(CC1)N[C@H]1C[C@H](N(C1)C(=O)OCC1=CC=CC=C1)C(=O)OC 1-benzyl 2-methyl (2S,4S)-4-(((1s,4R)-4-methylcyclohexyl)amino)pyrrolidine-1,2-dicarboxylate